2-(2-fluoro-4-(trifluoromethyl)phenyl)-5-(trifluoromethyl)pyridine FC1=C(C=CC(=C1)C(F)(F)F)C1=NC=C(C=C1)C(F)(F)F